Cl.CN1C2CC(CC1CC2)N 8-methyl-8-azabicyclo[3.2.1]octan-3-amine hydrochloride